C[C@@H]1CN(C[C@@H](N1)C)C1=CC=C(N=N1)C1=NC=C(C=C1O)C1=CC2=CN(N=C2C=C1)C 2-{6-[(3r,5s)-3,5-dimethylpiperazin-1-yl]pyridazin-3-yl}-5-(2-methyl-2H-indazol-5-yl)pyridin-3-ol